C1(CCC1)C=1C(=NOC1)C(=O)N[C@H](C=1OC2=C(N1)C(=C(C=C2)CN2C(N[C@@H](C2)C(F)(F)F)=O)F)C2CCC(CC2)(F)F 4-cyclobutyl-N-((S)-(4,4-difluorocyclohexyl)(4-fluoro-5-(((S)-2-oxo-4-(trifluoromethyl)imidazolidin-1-yl)methyl)benzo[d]oxazol-2-yl)methyl)-isoxazole-3-carboxamide